C(C1=CC=CC=C1)OC(=O)C1=C(OC[C@@H]2N(C[C@@H](C2)O[Si](C2=CC=CC=C2)(C2=CC=CC=C2)C(C)(C)C)C(=O)OCC2=CC=CC=C2)C=C(C=C1O[C@H](C)CC)C Benzyl (2R,4R)-2-((2-((benzyloxy)carbonyl)-3-((R)-sec-butoxy)-5-methylphenoxy)methyl)-4-((tert-butyldiphenylsilyl)oxy)pyrrolidin-1-carboxylate